2-((1s,2r)-1-(2-cyano-5-fluorophenyl)-1-(1,3-dimethyl-1H-pyrazol-5-yl)propan-2-yl)-5-hydroxy-N-(isoxazol-4-yl)-1-methyl-6-oxo-1,6-dihydropyrimidine-4-carboxamide C(#N)C1=C(C=C(C=C1)F)[C@H]([C@@H](C)C=1N(C(C(=C(N1)C(=O)NC=1C=NOC1)O)=O)C)C1=CC(=NN1C)C